2-(4-(1-fluorocyclopropyl)phenyl)-N-(1-(1-(2,2,2-trifluoroethyl)-1H-pyrazolo[3,4-c]pyridin-5-yl)ethyl)acetamide FC1(CC1)C1=CC=C(C=C1)CC(=O)NC(C)C=1C=C2C(=CN1)N(N=C2)CC(F)(F)F